C1N(CC2=CC=CC=C12)CC=1OC=C(C(C1)=O)OCC1CCC(CC1)S(=O)(=O)C 2-(isoindolin-2-ylmethyl)-5-((4-(methylsulfonyl)cyclohexyl)methoxy)-4H-pyran-4-one